NC1=NN2C(N=CC(=C2)F)=C1C(=O)NC=1C=NC=CC1OC1CCN(CC1)C 2-amino-6-fluoro-N-(4-((1-methylpiperidin-4-yl)oxy)pyridin-3-yl)pyrazolo[1,5-a]pyrimidine-3-carboxamide